FC(CC=C(C(=O)O)C)(F)F.C(C(=C)C)(=O)OCC(F)(F)F trifluoroethyl methacrylate (Trifluoroethyl methacrylate)